(R)-1-(2-oxo-5-(4-(5-(trifluoromethyl) pyrimidin-2-yl) piperazine-1-carbonyl) pyrimidin-1(2H)-yl) propan-2-ylmethanesulfonate CC(C)CS(=O)(=O)ON1C(N=CC(=C1)C(=O)N1CCN(CC1)C1=NC=C(C=N1)C(F)(F)F)=O